5-bromo-1,4-dimethyl-1H-benzo[d][1,2,3]triazole BrC1=C(C2=C(N(N=N2)C)C=C1)C